tert-Butyl (S)-2-((4-methyl-2-nitro-5-((1-(7-vinylquinolin-5-yl)cyclopropyl)carbamoyl)phenoxy)methyl)azetidine-1-carboxylate CC1=CC(=C(OC[C@H]2N(CC2)C(=O)OC(C)(C)C)C=C1C(NC1(CC1)C1=C2C=CC=NC2=CC(=C1)C=C)=O)[N+](=O)[O-]